C(C)(=O)[O-].[In+3].C(C)(=O)[O-].C(C)(=O)[O-] Indium(III) acetate